(4-(aminomethyl)piperidin-1-yl)(4-(3,5-bis(trifluoromethyl)phenyl)1-(4-(3,4-dichlorophenyl)-5-(isopropylthio)thiazol-2-yl)-3-methyl-1H-pyrazol-5-yl)methanone NCC1CCN(CC1)C(=O)C1=C(C(=NN1C=1SC(=C(N1)C1=CC(=C(C=C1)Cl)Cl)SC(C)C)C)C1=CC(=CC(=C1)C(F)(F)F)C(F)(F)F